ClC=1C=CC(=NC1)C#N 5-chloropyridinenitrile